TETRAHYDROINDENO[1,2-D][1,3]DIOXIN O1COCC2C1=C1C=CC=CC1C2